dimethylheptanolate CC(CCCCCC)([O-])C